BrC=1C=2[C@H](CCC3=C(C2C=C(C(C1OC)=O)C)C(=C(C(=C3)OC)OC)OC)NC(C)=O (S)-N-(8-bromo-1,2,3,9-tetramethoxy-11-methyl-10-oxo-5,6,7,10-tetrahydrobenzo[a]heptalen-7-yl)acetamide